FC1=C(C(=CC(=C1)OC)F)C1=C(C(N(N1C)C1=NC(=CC=C1)C(F)(F)F)=O)NC(C1=CC=C(C=C1)OC(F)(F)F)=O N-[5-(2,6-difluoro-4-methoxyphenyl)-1-methyl-3-oxo-2-[6-(trifluoromethyl)pyridin-2-yl]-2,3-dihydro-1H-pyrazol-4-yl]-4-(trifluoromethoxy)benzamide